methyl methacrylate (methyl acrylate) CC(C(=O)O)=C.C(C(=C)C)(=O)OC